N[C@@H](C)C(=O)OCC1=NN=NN1C (1-methyl-1H-tetrazol-5-yl)methyl L-alaninate